5-(1,4-Dioxan-2-yl)-4-methoxy-1-methyl-1H-indazol-3-amine O1C(COCC1)C=1C(=C2C(=NN(C2=CC1)C)N)OC